COC1=CC=2C(=C3C(=NC2C=C1O)CCC3)NC3CCN(CC3)C(C)C 7-methoxy-9-{[1-(propan-2-yl)piperidin-4-yl]amino}-1H,2H,3H-cyclopenta[b]quinolin-6-ol